2-((5-chloro-2,3-dihydro-1H-inden-2-yl)amino)-N-(1-oxoprop-2-yl)pyrimidine ClC=1C=C2CC(CC2=CC1)NC1N(C=CC=N1)C(C=O)C